FC1=C(C=C(C=C1)[C@@H]1[C@@H](C1)C=1C=NC(=NC1)C1=NC=CC=N1)N1CCN(CC1)S(=O)(=O)C cis-5-(2-(4-fluoro-3-(4-(methylsulfonyl)piperazin-1-yl)phenyl)cyclopropyl)-2,2'-bipyrimidine